C(CCCCCCCCC(=O)OC1CC(NC(C1)(C)C)(C)C)(=O)OC1CC(NC(C1)(C)C)(C)C bis(2,2,6,6-tetra-methylpiperidin-4-yl) sebacate